O=C1C(C=NC(N1)=S)CC(=O)O 2-(6-oxo-2-thioxo-1,2,5,6-tetrahydropyrimidin-5-yl)acetic acid